amino-5-mercapto-1,3,4-thiadiazole NC=1SC(=NN1)S